COC(=O)C1=CC2=C(N(C1=O)C)CC(OC2)(C)C.CN2C=NC(=C2)C2=C(NC1=CC=C(C=C1)C(F)(F)F)C=CC(=C2)[N+](=O)[O-] 2-(1-Methyl-1H-imidazol-4-yl)-4-nitro-N-(4-(trifluoromethyl)phenyl)aniline Methyl-1,7,7-trimethyl-2-oxo-5,8-dihydropyrano[4,3-b]pyridine-3-carboxylate